C1(CC1)CN1C(=NC=2C1=C1C(=NC2)NC=C1)C1=CC=C(O1)/C=C(\C#N)/C(=O)N1CCCCC1 (E)-3-(5-(1-(cyclopropylmethyl)-1,6-dihydroimidazo[4,5-d]pyrrolo[2,3-b]pyridin-2-yl)furan-2-yl)-2-(piperidine-1-carbonyl)acrylonitrile